2-((4,6-bis(trifluoromethyl)pyridin-2-yl)amino)-N-(4-fluoro-phenyl)-N-methylacetamide FC(C1=CC(=NC(=C1)C(F)(F)F)NCC(=O)N(C)C1=CC=C(C=C1)F)(F)F